ClC=1C=C2C(=NC(=NC2=C(C1C1=CC(=CC2=CC=CC=C12)O)F)OCCCN(C)CC)N1C[C@H]2CC[C@@H](C1)N2C(=O)OC(C)(C)C tert-Butyl (1R,5S)-3-((S or R)-6-chloro-2-(3-(ethyl(methyl) amino)propoxy)-8-fluoro-7-(3-hydroxynaphthalen-1-yl)quinazolin-4-yl)-3,8-diazabicyclo[3.2.1]octane-8-carboxylate